The molecule is a monocarboxylic acid anion resulting from the deprotonation of the carboxy group of (9Z)-18-hydroxyoctadec-9-enoic acid 18-O-beta-D-glucoside. It is a conjugate base of a (9Z)-18-hydroxyoctadec-9-enoic acid 18-O-beta-D-glucoside. C(CCCCO[C@H]1[C@@H]([C@H]([C@@H]([C@H](O1)CO)O)O)O)CCC/C=C\\CCCCCCCC(=O)[O-]